CN1C(CCC1)C1=NC=CC=C1 1-methyl-2-(2-pyridyl)pyrrolidine